oxazol-5-ylmethyl (4-(1-isobutyrylpiperidin-4-yl)phenyl)carbamate C(C(C)C)(=O)N1CCC(CC1)C1=CC=C(C=C1)NC(OCC1=CN=CO1)=O